tert-butyl 4-(1,2,3,4-tetrahydroquinolin-5-yl)-3,6-dihydro-2H-pyridine-1-carboxylate N1CCCC2=C(C=CC=C12)C=1CCN(CC1)C(=O)OC(C)(C)C